2-[4-[2-(1-aminocyclopropyl)-4-methyl-thiazol-5-yl]oxy-3-fluoro-phenyl]-4-[(2,6-difluorophenyl)methyl]-1,2,4-triazol-3-one NC1(CC1)C=1SC(=C(N1)C)OC1=C(C=C(C=C1)N1N=CN(C1=O)CC1=C(C=CC=C1F)F)F